OC1=CC=C(CN2C(C3=CC=CC(=C3C2=O)C)=O)C=C1 2-(4-hydroxybenzyl)-4-methylisoindoline-1,3-dione